C1=NC=C(C2=CC=CC=C12)N1C(NC2=C(C1=O)C(=CS2)C)=O 3-(4-isoquinolinyl)-5-methyl-1H-thieno[2,3-d]pyrimidine-2,4-dione